1,4,7,10-tetraazacyclotridecane-1,4,7,10-tetraacetic acid N1(CCN(CCN(CCN(CCC1)CC(=O)O)CC(=O)O)CC(=O)O)CC(=O)O